((2R,3S,4R,5S)-5-(4-aminopyrrolo[2,1-f][1,2,4]triazin-7-yl)-2-cyano-3,4-dihydroxytetrahydrofuran-2-yl)methyl 3,3-dimethylcyclobutane-1-carboxylate CC1(CC(C1)C(=O)OC[C@]1(O[C@H]([C@@H]([C@@H]1O)O)C1=CC=C2C(=NC=NN21)N)C#N)C